4-keto-octadeca-9,11,13-trienoic acid O=C(CCC(=O)O)CCCCC=CC=CC=CCCCC